OCC(CC1=CC=CC2=CC=CC=C12)=O 1-hydroxy-3-(naphthalen-1-yl)propan-2-one